CC=1OC2=C(N1)C=CC(=C2)S(=O)(=O)N2CCOCC2 (S)-4-[(2-methyl-1,3-benzoxazol-6-yl)sulfonyl]morpholin